C(C)OC(=O)C12CCN(CC1)CC2 1-azabicyclo[2.2.2]Octane-4-carboxylic acid ethyl ester